COC1(CC(C(=CC1)C1=CC=CC=C1)(CO)CO)OC (4,4-dimethoxy[1,1-biphenyl]-2,2-diyl)dimethanol